(2S,4R)-1-tert-Butoxycarbonyl-4-(3-(cyclopropylmethoxy)-4-(difluoromethoxy)phenyl)-4-hydroxypyrrolidine-2-carboxylic acid C(C)(C)(C)OC(=O)N1[C@@H](C[C@@](C1)(O)C1=CC(=C(C=C1)OC(F)F)OCC1CC1)C(=O)O